2-(4-chloro-6-(9,9-dimethyl-9H-fluoren-2-yl)-1,3,5-triazin-2-yl)-9-phenyl-9H-carbazole ClC1=NC(=NC(=N1)C1=CC=2C(C3=CC=CC=C3C2C=C1)(C)C)C1=CC=2N(C3=CC=CC=C3C2C=C1)C1=CC=CC=C1